4-[[2-(4-tert-butyl-2-chloro-5-hydroxy-phenyl)acetyl]amino]-N-(1-cyanocyclopropyl)pyridine-2-carboxamide C(C)(C)(C)C1=CC(=C(C=C1O)CC(=O)NC1=CC(=NC=C1)C(=O)NC1(CC1)C#N)Cl